1-[2-morpholinoethanamido] (2E,4E,6E,8E,10E,12E,14E,16Z,18E)-4,8,13,17-tetramethylicosa-2,4,6,8,10,12,14,16,18-nonaenedioate C/C(/C=C/C(=O)ONC(CN1CCOCC1)=O)=C\C=C\C(=C\C=C\C=C(\C=C\C=C(/C=C/C(=O)[O-])\C)/C)\C